N-(2-chloro-4-fluoro-3-iodophenyl)-N-(pyrrolidin-1-ylsulfonyl)pyrrolidine-1-sulfonamide ClC1=C(C=CC(=C1I)F)N(S(=O)(=O)N1CCCC1)S(=O)(=O)N1CCCC1